(R)-2-methyl-N-((R)-9-p-toluenesulfonyl-2,3,4,9-tetrahydro-1H-carbazol-4-yl)propane-2-sulfinamide CC(C)(C)[S@@](=O)N[C@@H]1CCCC=2N(C3=CC=CC=C3C12)S(=O)(=O)C1=CC=C(C)C=C1